C(#N)CN1C(=NC=C1)C1=C(C=NC(=C1)C1=CC=C(C=C1)F)CNC(C=C)=O N-((4-(1-(cyanomethyl)-1H-imidazol-2-yl)-6-(4-fluorophenyl)pyridin-3-yl)methyl)acrylamide